tertbutyl 4-[(E)-2-methoxycarbonyl-3-(methylamino) but-2-enoyl]-2-methyl-piperidine-1-carboxylate COC(=O)\C(\C(=O)C1CC(N(CC1)C(=O)OC(C)(C)C)C)=C(/C)\NC